(R)-N-(3-Hydroxy-4-(4-(2-methoxyphenyl)-3,6-dihydropyridin-1(2H)-yl)butyl)-1,3,3-trimethyl-2-oxoindoline-5-carboxamide O[C@H](CCNC(=O)C=1C=C2C(C(N(C2=CC1)C)=O)(C)C)CN1CCC(=CC1)C1=C(C=CC=C1)OC